NC1=NN(C=2C1=NC(=CC2CN2CCCC2)C=2C=C1CN(C(C1=CC2)=O)C2C(NC(CC2)=O)=O)C 3-(5-(3-amino-1-methyl-7-(pyrrolidin-1-ylmethyl)-1H-pyrazolo[4,3-b]pyridin-5-yl)-1-oxoisoindolin-2-yl)piperidine-2,6-dione